3-(2-Amino-4-bromophenyl)propionic acid NC1=C(C=CC(=C1)Br)CCC(=O)O